CNC(=O)C1CCS(CC1)=O N-methyl-1-oxo-1λ4-thiane-4-carboxamide